NC1=NN=NC=C1 4-amino-1,2,3-triazine